Tetrabenzyl-hafnium C(C1=CC=CC=C1)[Hf](CC1=CC=CC=C1)(CC1=CC=CC=C1)CC1=CC=CC=C1